OC(CN(CCCC(=O)OCCN1CCN(CC1)CCSSCCCCN(CC(CCCCCC\C=C/CCCCCCCC)O)CC(CCCCCC\C=C/CCCCCCCC)O)CC(CCCCCC\C=C/C\C=C/CCCCC)O)CCCCCC\C=C/C\C=C/CCCCC 2-(4-(2-((4-(Bis((Z)-2-hydroxyoctadec-9-en-1-yl)amino)butyl)disulfaneyl)ethyl)piperazin-1-yl)ethyl 4-(bis((9Z,12Z)-2-hydroxyoctadeca-9,12-dien-1-yl)amino)butanoate